BrC(C(=O)C12CC(C1)(C2)C(=O)OC)C methyl 3-(2-bromopropanoyl)bicyclo[1.1.1]pentane-1-carboxylate